FC1=C(C2=C(S1)C(=CC(=C2)OC(C)C)C#N)F 2,3-difluoro-5-isopropoxybenzo[b]thiophene-7-carbonitrile